7-hydroxy-3-((p-tolylphenyl)methyl)-4H-benzopyran-4-one OC1=CC2=C(C(C(=CO2)CC2=CC=C(C=C2)C2=C(C=CC=C2)C)=O)C=C1